COC=1C=C(C(=O)NC2=CN(C(C=C2)=O)C2=CC=CC=C2)C=CC1 3-methoxy-N-(6-oxo-1-phenyl-1,6-dihydropyridin-3-yl)benzamide